ClC1=C(C=CC=C1C1=C(C(=NC=C1)Cl)Cl)C1=CC=C(C(=N1)OC)CN(C(OC(C)(C)C)=O)C[C@H]1NC(CC1)=O (S)-tert-butyl ((6-(2-chloro-3-(2,3-dichloropyridin-4-yl)phenyl)-2-methoxypyridin-3-yl) methyl)((5-oxopyrrolidin-2-yl)methyl)carbamate